4-(2-(4-hydroxypiperidin-1-yl)benzyl)-N-(4-(trifluoromethyl)phenyl)piperazine-1-carboxamide OC1CCN(CC1)C1=C(CN2CCN(CC2)C(=O)NC2=CC=C(C=C2)C(F)(F)F)C=CC=C1